FC=1C(=C(OC2=C(C=C(C(=C2)C(F)(F)F)F)B2OC(C(O2)(C)C)(C)C)C=CC1F)OC 2-[2-(3,4-difluoro-2-methoxy-phenoxy)-5-fluoro-4-(trifluoromethyl)phenyl]-4,4,5,5-tetramethyl-1,3,2-dioxaborolane